CN1N=C(C=C1)OC(C1=CN=CC=C1)=O 1-methyl-1H-pyrazol-3-ylnicotinate